FS(C1=CC=C(C=C1)N[C@@H]1CC[C@H](CC1)S(=O)(=O)C1=CC=C(C=C1)C=1C=C2CCNC(C2=CC1)=O)(F)(F)(F)F 6-(4-{[trans-4-{[4-(pentafluoro-λ6-sulfanyl)phenyl]Amino}cyclohexyl]sulfonyl}phenyl)-1,2,3,4-tetrahydroisoquinolin-1-one